FC=1C=C(C=C(C1)OCC(C)C)C1=CC=C(C(=N1)N1C(C[C@@H](C1)C)(C)C)C(=O)NS(=O)(=O)N1[C@H]2CO[C@@H](C1)C2 6-(3-Fluoro-5-isobutoxyphenyl)-N-[[(1R,4R)-2-oxa-5-azabicyclo[2.2.1]heptan-5-yl]sulfonyl]-2-[(4S)-2,2,4-trimethylpyrrolidin-1-yl]pyridin-3-carboxamid